7-bromo-2-(3-(2-((1,5-dimethyl-1H-pyrazol-3-yl)amino)-5-methylpyrimidin-4-yl)-1H-indol-7-yl)-1,2-dihydro-3H-pyrrolo[3,4-c]pyridin-3-one BrC=1C2=C(C=NC1)C(N(C2)C=2C=CC=C1C(=CNC21)C2=NC(=NC=C2C)NC2=NN(C(=C2)C)C)=O